tert-butyl 1-(6-(benzylsulfanyl) pyridin-3-ylamino)-1-oxo-3-phenylprop-2-ylcarbamate C(C1=CC=CC=C1)SC1=CC=C(C=N1)NC(C(CC1=CC=CC=C1)NC(OC(C)(C)C)=O)=O